OCCNCCCNC(OC(C)(C)C)=O tert-butyl (3-((2-hydroxyethyl)amino)propyl)carbamate